phosphonium tris(2,6-dimethylphenyl)tetrakis(pentafluorophenyl)borate salt CC1=C(C(=CC=C1)C)C1(C(C(C(=C(C1F)F)F)([B-](C1=C(C(=C(C(=C1F)F)F)F)F)(C1=C(C(=C(C(=C1F)F)F)F)F)C1=C(C(=C(C(=C1F)F)F)F)F)C1=C(C=CC=C1C)C)(F)C1=C(C=CC=C1C)C)F.[PH4+]